CC1=C(C(=CC=C1)C)C1=NOC(=N1)C1=CC2=C(N(N=N2)C(C)C)C=C1 3-(2,6-dimethylphenyl)-5-(1-isopropyl-1H-benzo[d][1,2,3]triazol-5-yl)-1,2,4-oxadiazole